S(C1=CC(=CC(=C1O)N1N=C2C(=N1)C=CC=C2)C(C)(CC(C)(C)C)C)C2=CC(=CC(=C2O)N2N=C1C(=N2)C=CC=C1)C(C)(CC(C)(C)C)C 6,6'-thiobis(2-(2H-benzotriazol-2-yl)-4-(2,4,4-trimethylpent-2-yl)phenol)